((1R,2R)-2-hydroxy-2-methylcyclopentyl)-2-(methylsulfanyl)pyrido[2,3-d]pyrimidin-7(8H)-one O[C@]1([C@H](CCC1)C=1C2=C(N=C(N1)SC)NC(C=C2)=O)C